(+/-)-1-(5-(1-(1H-tetrazol-5-yl)cyclopropyl)-3-phenyl-2-vinyl-2,3-dihydrobenzofuran-7-yl)-3-(p-tolyl)urea N1N=NN=C1C1(CC1)C=1C=C(C2=C(C(C(O2)C=C)C2=CC=CC=C2)C1)NC(=O)NC1=CC=C(C=C1)C